N=1N(N=CC1)C1=CC=C(OC2=CC=CC=C2)C=C1 4-(4-(2H-1,2,3-triazol-2-yl)phenoxy)benzene